NC([C@@](CO)(C)NC(=O)C1=C(OC2=C1C=C(C=C2)CC2CCC(CC2)(F)F)C)=O (S)-N-(1-amino-3-hydroxy-2-methyl-1-oxopropan-2-yl)-5-((4,4-difluorocyclohexyl)methyl)-2-methylbenzofuran-3-carboxamide